F[Sb-](F)(F)(F)(F)F.C(CCCCCCC)OC1=CC=C(C=C1)[I+]C1=CC=CC=C1 (4-octyloxyphenyl)phenyliodonium hexafluoroantimonate